CC(CCCCCCCC(CCCCCCC)O)O heptadecane-2,10-diol